2,3-dimethyl-4-(morpholin-2-yl)benzoate CC1=C(C(=O)[O-])C=CC(=C1C)C1CNCCO1